(4-(2,2-difluoroethyl)piperazin-1-yl)-2,2-dimethyl-5-nitro-2,3-dihydrofuro[2,3-b]pyridine FC(CN1CCN(CC1)C1C(OC2=NC=C(C=C21)[N+](=O)[O-])(C)C)F